methyl-decanol tert-butyl-2-bromo-1-[[2-(trifluoromethyl)phenyl]methyl]-1h,4h,5h,6h,7h-imidazo[4,5-c]pyridine-5-carboxylate C(C)(C)(C)C1N(CCC2=C1N=C(N2CC2=C(C=CC=C2)C(F)(F)F)Br)C(=O)OC(CCCCCCCCC)C